4-amino-5-chloro-N-((4-(4-fluorobenzyl)morpholin-2-yl)methyl)-2,3-dihydrobenzofuran-7-carboxamide NC1=C(C=C(C2=C1CCO2)C(=O)NCC2CN(CCO2)CC2=CC=C(C=C2)F)Cl